C(=O)(O)C=1C=C(C=C(C1)C(=O)O)C=1C2=CC=C(N2)C(=C2C=CC(C(=C3C=CC(=C(C=4C=CC1N4)C4=CC(=CC(=C4)C(=O)O)C(=O)O)N3)C3=CC(=CC(=C3)C(=O)O)C(=O)O)=N2)C2=CC(=CC(=C2)C(=O)O)C(=O)O 5,10,15,20-tetra(3',5'-dicarboxylphenyl)porphyrin